benzyl (2S,4S)-4-hydroxy-2-(2-hydroxy-4-(methoxycarbonyl)phenyl)piperidine-1-carboxylate O[C@@H]1C[C@H](N(CC1)C(=O)OCC1=CC=CC=C1)C1=C(C=C(C=C1)C(=O)OC)O